FC1=C2C=NN(C2=CC=C1N1C(N(C=C1)N1C(=CC2=C(C=C(C=C12)C)C)[C@]1(C(=C2C(=CN=C2C=C1)C)F)C)=O)C (S)-3-(4-fluoro-1-methyl-1H-indazol-5-yl)-2-oxo-2,3-dihydro-1H-imidazol-1-yl-2-(4-fluoro-3,5-dimethyl-indol-5-yl)-4,6-dimethyl-1H-indol